ClC=1C=C(C=CC1C(NCC(F)F)=O)NC1CN(C1)C(=O)OC(C)(C)C tert-butyl 3-(3-chloro-4-(2,2-difluoroethylcarbamoyl)phenylamino)azetidine-1-carboxylate